6-(Cyclopropyloxy)-3-fluoro-2-(4-iodo-2-(trideuteromethyl)pyrazol-3-yl)-4-(tetrahydro-1H-pyrrol-1-yl)benzene-1-carbonitrile C1(CC1)OC1=CC(=C(C(=C1C#N)C=1N(N=CC1I)C([2H])([2H])[2H])F)N1CCCC1